C1(=CC=CC=C1)CC[C@@H](/C=C/C1=NC=CC=C1)NC(OC(C)(C)C)=O tert-butyl (S,E)-(5-phenyl-1-(pyridin-2-yl)pent-1-en-3-yl)carbamate